C(C)(C)N(C(CCCCCCCC)=O)C=C N-isopropyl-N-vinylnonanamide